1-(3-chloropyridine-2-yl)-3-pyrazolidinone ClC=1C(=NC=CC1)N1NC(CC1)=O